Cl.NCCCNC(OC1=C2C=CC=CC2=C(C=2OC(=CC21)C(C)=O)O)=O 2-Acetyl-9-hydroxynaphtho[2,3-b]furan-4-yl (3-aminopropyl)carbamate hydrochloride